FC=1C(=CC2=C(OCC(N2)=O)C1)C1=C(C(=C(C(=C1F)F)F)F)F 7-fluoro-6-(perfluorophenyl)-2H-benzo[b][1,4]oxazin-3(4H)-one